ClC1=CN(C(C2=CC(=C(C=C12)C1=NC=C(C=N1)OC)F)=O)C[C@H]1C[C@H](CCC1)NC=1C=NNC(C1C(F)(F)F)=O 4-chloro-7-fluoro-6-(5-methoxypyrimidin-2-yl)-2-[[(1R,3S)-3-[[6-oxo-5-(trifluoromethyl)-1H-pyridazin-4-yl]amino]cyclohexyl]methyl]isoquinolin-1-one